(R)-butane-2-amine C[C@H](CC)N